(naphthalen-1-yl)-2-[4-(pyrimidin-2-yl)piperazin-1-yl]acetamide C1(=CC=CC2=CC=CC=C12)C(C(=O)N)N1CCN(CC1)C1=NC=CC=N1